3-nitro-5-(trifluoromethyl)-1,2-phenylenediamine [N+](=O)([O-])C=1C(=C(C=C(C1)C(F)(F)F)N)N